O,O-bis(4-nitrophenyl) S-hydrogen phosphorodithioate triethylammonium salt C(C)[NH+](CC)CC.P(OC1=CC=C(C=C1)[N+](=O)[O-])(OC1=CC=C(C=C1)[N+](=O)[O-])(=S)S